6-(1-fluoro-1-methyl-ethyl)-N-[2-(4-formylcyclohexyl)-6-methoxy-indazol-5-yl]-N-methyl-pyridine-2-carboxamide FC(C)(C)C1=CC=CC(=N1)C(=O)N(C)C1=CC2=CN(N=C2C=C1OC)C1CCC(CC1)C=O